N-(1-(methylsulfonyl)piperidin-4-yl)-4-(1-(2,2,2-trifluoroethyl)-1H-pyrazol-4-yl)-5-(trifluoromethyl)pyrimidin-2-amine CS(=O)(=O)N1CCC(CC1)NC1=NC=C(C(=N1)C=1C=NN(C1)CC(F)(F)F)C(F)(F)F